tert-butyl (Z)-((2-((1-acetyl-3-oxoindolin-2-ylidene)methyl) benzo[d]thiazol-6-yl)methyl)(tetrahydro-2H-pyran-4-yl)carbamate C(C)(=O)N1\C(\C(C2=CC=CC=C12)=O)=C/C=1SC2=C(N1)C=CC(=C2)CN(C(OC(C)(C)C)=O)C2CCOCC2